Cl.N[C@@H]1CC[C@H](OC1)CN1CCC2(CN(C2)C2=NC=NC=C2OC2=C(C(=O)N(C(C)C)C(C)C)C=C(C=C2)F)CC1 2-((4-(7-(((2S,5R)-5-aminotetrahydro-2H-pyran-2-yl)methyl)-2,7-diazaspiro[3.5]non-2-yl)pyrimidin-5-yl)oxy)-5-fluoro-N,N-diisopropylbenzamide hydrochloride